C(#N)CC1(CN(C1)C1CC(N(CC1)CC=1C(=C(C#N)C(=CC1)N(C)C)F)C)N1N=CC(=C1)C=1C2=C(N=CN1)NC=C2 3-[(4-{3-(cyanomethyl)-3-[4-(7H-pyrrolo[2,3-d]pyrimidin-4-yl)-1H-pyrazol-1-yl]azetidin-1-yl}-2-methylpiperidin-1-yl)methyl]-6-(dimethylamino)-2-fluorobenzonitrile